FC1=CC=C(C=C1)N1CCN(C2=CC=CC=C12)C(C(C)N1CCOCC1)=O 1-(4-(4-Fluorophenyl)-3,4-dihydroquinoxalin-1(2H)-yl)-2-morpholinopropan-1-one